[Br-].C(C1=CC=CC=C1)(=O)OC1=C(C=C(C=C1)C)C1=C(CCC2[N+](CCCC2)(C)C)C=CC=C1 2-[2-(2-benzoyloxy-5-methyl-phenyl)-phenethyl]-N,N-dimethylpiperidinium bromide